(±)-1-(4-Cyanophenyl)-4-(2-((2R)-2-hydroxy-7-azabicyclo[2.2.1]heptan-7-yl)acetyl)-2,5-dimethyl-1H-pyrrole-3-carbonitrile C(#N)C1=CC=C(C=C1)N1C(=C(C(=C1C)C(CN1C2[C@@H](CC1CC2)O)=O)C#N)C